1-methylimidazolidin-2-one CN1C(NCC1)=O